FC(CO)(F)C=1C=C(C=CC1)[C@@H](C)NC=1C2=C(N=C(N1)C)N(C(C(=C2)C=2CCN(CC2)C(=O)OC(C)(C)C)=O)C tert-Butyl 4-[4-[[(1R)-1-[3-(1,1-difluoro-2-hydroxy-ethyl)phenyl]ethyl]amino]-2,8-dimethyl-7-oxo-pyrido[2,3-d]pyrimidin-6-yl]-3,6-dihydro-2H-pyridine-1-carboxylate